O[C@@H]1C[C@H](N(C1)C([C@H](C(C)(C)C)NC(CCCCCCCCCCCCCCCO)=O)=O)C(=O)N[C@@H](C)C1=CC=C(C=C1)C1=C(N=CS1)C (2S,4R)-4-hydroxy-1-[(2S)-2-(16-hydroxyhexadecanoylamino)-3,3-dimethyl-butanoyl]-N-[(1S)-1-[4-(4-methylthiazol-5-yl)phenyl]ethyl]pyrrolidine-2-carboxamide